N-(4-((2-(2-fluorophenyl)pyridin-4-yl)amino)-7-(4-morpholinopiperidin-1-yl)quinazolin-6-yl)acrylamide FC1=C(C=CC=C1)C1=NC=CC(=C1)NC1=NC=NC2=CC(=C(C=C12)NC(C=C)=O)N1CCC(CC1)N1CCOCC1